NC1=NC(=C(C=C1C(=O)C12CC(C1)(C2)C(F)(F)F)Br)C (2-amino-5-bromo-6-methylpyridin-3-yl)(3-(trifluoromethyl)bicyclo[1.1.1]pentan-1-yl)methanone